2-(1-methylpyrazol-4-yl)acetaldehyde CN1N=CC(=C1)CC=O